C(C1=CC=CC=C1)=CC(C)=O BENZALACETONE